(E)-2-(4-chlorostyryl)-1H-imidazo[4,5-f][1,10]phenanthroline ClC1=CC=C(/C=C/C=2NC=3C(=C4C=CC=NC4=C4N=CC=CC34)N2)C=C1